Cl.F[C@H]1[C@@H](CN(C1)CCCF)N trans-4-fluoro-1-(3-fluoropropyl)pyrrolidine-3-amine hydrochloride